(1R)-4-(2-fluorophenyl)indan-1-ol FC1=C(C=CC=C1)C1=C2CC[C@H](C2=CC=C1)O